1-[2-(oleoyloxy)ethyl]-2-oleyl-3-(2-hydroxyethyl)imidazolinium chloride CCCCCCCC/C=C\CCCCCCCCC1[NH+](CCN1CCO)CCOC(=O)CCCCCCC/C=C\CCCCCCCC.[Cl-]